24-methylenecholestanol ferulate C(\C=C\C1=CC(OC)=C(O)C=C1)(=O)OCC(C)C(CC[C@@H](C)[C@H]1CC[C@H]2[C@@H]3CCC4CCCC[C@]4(C)[C@H]3CC[C@]12C)=C